FC(CC(=O)N1C(CCC1=O)=O)(F)F 1-(3,3,3-trifluoropropanoyl)pyrrolidine-2,5-dione